[Sm].[Bi]=O bismuth oxide, samarium salt